C(#N)N(C=1SC(=C(N1)C(=O)NCC(C)(C)C)C)C1=CC(=NC(=C1)F)F 2-(cyano-(2,6-difluoro-4-pyridyl)-amino)-N-(2,2-dimethylpropyl)-5-methyl-thiazole-4-carboxamide